(6-Chloropyridazin-3-yl)carbamic acid ethyl ester C(C)OC(NC=1N=NC(=CC1)Cl)=O